(4-chlorophenyl)acrylonitrile ClC1=CC=C(C=C1)C(C#N)=C